ClC1=CC=C(C=C1)C=1N=C(SC1)C12CC(C1)(C2)N 3-[4-(4-chlorophenyl)thiazol-2-yl]Bicyclo[1.1.1]Pentane-1-amine